3-[2-amino-5-(2-methyl-quinazolin-7-yl)thiazol-4-yl]benzonitrile NC=1SC(=C(N1)C=1C=C(C#N)C=CC1)C1=CC=C2C=NC(=NC2=C1)C